6-((2,6-dichloro-1-(1-ethyl-1H-pyrazol-4-yl)-7-fluoro-1H-indol-3-yl)thio)picolinic acid ClC=1N(C2=C(C(=CC=C2C1SC1=CC=CC(=N1)C(=O)O)Cl)F)C=1C=NN(C1)CC